3-chloro-4-(piperazin-1-yl)-phenyl-8-(6-methoxypyridin-3-yl)-1,5-dihydro-4H-[1,2,3]triazolo[4,5-c]quinolin-4-one ClC=1C=C(C=CC1N1CCNCC1)N1N=NC=2C(NC=3C=CC(=CC3C21)C=2C=NC(=CC2)OC)=O